8-(4-fluorophenyl)-1-(4-methoxyphenyl)-2-methyl-1H-imidazo[4,5-c]quinoline FC1=CC=C(C=C1)C1=CC=2C3=C(C=NC2C=C1)N=C(N3C3=CC=C(C=C3)OC)C